(R)-2-(4-(4-methylpyrazolo[1,5-a]pyridin-2-yl)-6,7-dihydro-1H-imidazo[4,5-c]pyridin-5(4H)-yl)benzo[d]oxazole CC=1C=2N(C=CC1)N=C(C2)[C@@H]2N(CCC1=C2N=CN1)C=1OC2=C(N1)C=CC=C2